ClC=1C(=NC(=NC1)NC1CCOCC1)C1=CC=C2CN(C(C2=C1)=O)CC(=O)NC(C)C=1C=C2CCC(NC2=CC1)=O 2-(6-{5-chloro-2-[(oxan-4-yl)amino]pyrimidin-4-yl}-1-oxo-2,3-dihydro-1H-isoindol-2-yl)-N-[1-(2-oxo-1,2,3,4-tetrahydroquinolin-6-yl)ethyl]acetamide